NC1=NC=C(C2=C1C=NN2COCC[Si](C)(C)C)NC(C(N2[C@H](CC[C@@H](C2)C)C=2C=C1C=NN(C1=CC2)C(C)C)=O)=O |r| N-[4-Amino-1-(2-trimethylsilylethoxymethyl)pyrazolo[4,3-c]pyridin-7-yl]-2-oxo-2-[rac-(2R,5S)-2-(1-isopropylindazol-5-yl)-5-methyl-1-piperidyl]acetamide